O[C@@H](C(=O)N1CC=2CN(CC2C1)S(=O)(=O)C1=NC=CC=C1)C1=CC=CC=C1 (2R)-2-hydroxy-2-phenyl-1-[5-(pyridine-2-sulfonyl)-1h,2h,3h,4h,5h,6h-pyrrolo[3,4-c]pyrrol-2-yl]ethan-1-one